FN1C(=NC(=C1F)F)C(C(C(C(F)(F)F)(F)F)(F)F)=O perfluorobutyryl-imidazole